C1(CC1)C=1N=CN(C1)C1=CC=C2C(N(C(C2=C1)=O)C1=NC(=CC=C1)C1=NN=NN1C(C)C)(C)C 6-(4-cyclopropyl-1H-imidazol-1-yl)-2-(6-(1-isopropyl-1H-tetrazol-5-yl)pyridin-2-yl)-3,3-dimethylisoindolin-1-one